CC1=C2C=C(N(C2=CC(=C1)CN1CCC2(CN(C2)C2=NC=NC3=CC=C(C=C23)CC(F)(F)F)CC1)CC(C)N1CCN(CC1)S(=O)(=O)C)C#N 4-methyl-1-[2-(4-methylsulfonyl-piperazin-1-yl)propyl]-6-[[2-[6-(2,2,2-trifluoroethyl)quinazolin-4-yl]-2,7-diazaspiro[3.5]nonan-7-yl]methyl]indole-2-carbonitrile